C12(CCC(CC1)CC2)C(O)C=2C(=C(C=C1C=NNC21)Cl)F bicyclo[2.2.2]oct-1-yl-(5-chloro-6-fluoro-1H-indazol-7-yl)methanol